C[C@]12CC[C@H]3[C@H]([C@@H]1C[C@H]([C@@H]2O)[18F])CCC4=C3C=CC(=C4)O 16α-(18F)fluoro-17β-estradiol